(2-ethoxypyridin-4-yl)methanol C(C)OC1=NC=CC(=C1)CO